(-)-Alpha-pinene [C@H]12C(=CC[C@H](C1(C)C)C2)C